CN(C(=O)C1=CC=C(CC2=NN(C3=C2N=C(N=C3)C3=C(C=CC=C3)C(C)C)C)C=C1)C 3-[4-(dimethylcarbamoyl)benzyl]-5-(2-isopropylphenyl)-1-methyl-1H-pyrazolo[4,3-d]pyrimidine